BrC1=C(C=C(C=C1)NC(C(=C)C)=O)OC N-(4-bromo-3-methoxyphenyl)-2-methylprop-2-enamide